NO[C@H](C(=O)O)CC1=CC=CC=C1 L-α-aminooxy-β-phenylpropionic acid